(6-(1-Isopropyl-1H-pyrazol-4-yl)pyrimidin-4-yl)((4-(4-methoxy-3-methylphenyl)bicyclo[2.2.2]octan-1-yl)methyl)carbamoyl(trans-cyclohexyl) 3-cyanoazetidine-1-carboxylate C(#N)C1CN(C1)C(=O)OC1(CCCCC1)C(N(CC12CCC(CC1)(CC2)C2=CC(=C(C=C2)OC)C)C2=NC=NC(=C2)C=2C=NN(C2)C(C)C)=O